C(C1=CC=CC=C1)OC(=O)[C@@H]1CC[C@H]2N1C([C@H](CCC2)NC(=O)C2=CC1=C(S2)C=CC(=C1)C(F)(F)P(=O)(OCC)OCC)=O (3S,6S,9aS)-6-(5-((diethoxyphosphoryl)difluoromethyl)benzo[b]thiophene-2-carboxamido)-5-oxooctahydro-1H-pyrrolo[1,2-a]azepine-3-carboxylic acid benzyl ester